4-[6-(2-chloro-3-methoxy-phenyl)-3-hydroxy-pyridin-2-yl]-4-oxo-butyric acid ethyl ester C(C)OC(CCC(=O)C1=NC(=CC=C1O)C1=C(C(=CC=C1)OC)Cl)=O